N1N=CC2=C1OC1=CC=CC=C1C2 1,4-dihydrochromeno[2,3-c]pyrazole